N-(1-(5-fluoropyridine-2-yl)vinyl)acetamide vanadium [V].FC=1C=CC(=NC1)C(=C)NC(C)=O